FC=1C=C2C(=NN(C2=CC1N1CC2(C1)CCNCC2)C)N2C(NC(CC2)=O)=O 1-(5-fluoro-1-methyl-6-(2,7-diazaspiro[3.5]nonan-2-yl)-1H-indazol-3-yl)dihydropyrimidine-2,4(1H,3H)-dione